(3,5-bistrifluoromethylphenyl)boronAn FC(C=1C=C(C=C(C1)C(F)(F)F)B1CCCCCCCC1)(F)F